(S)-1,1,1-trifluoro-2-((S)-5-methyl-3-phenyl-4,5-dihydro-3H-imidazo[1,5-a]pyrazolo[4,3-c]pyridin-7-yl)propan-2-ol FC([C@@](C)(O)C1=NC=C2N1[C@H](CC1=C2C=NN1C1=CC=CC=C1)C)(F)F